CN(C)CCC/C(/C(=O)O)=C/C(=O)O 3-(N,N-dimethylamino)propyl-maleic acid